CC(CCCC(CCCC)O)O decane-2,6-diol